aminoazetidin-1-yl-propionitrile NC(C#N)(C)N1CCC1